C(C)S(=O)(=O)N1CC2=CC=C(C=C2CC1)CN1CCC2(CN(C2)C2=NC=NC3=CC=C(C=C23)CC(F)(F)F)CC1 4-(7-((2-(ethylsulfonyl)-1,2,3,4-tetrahydroisoquinolin-6-yl)methyl)-2,7-diazaspiro[3.5]nonan-2-yl)-6-(2,2,2-trifluoroethyl)quinazoline